(Z)-1-(((1r,4r)-4-aminocyclohexyl)methyl)-3-((3,5-dimethyl-1H-pyrrol-2-yl)methylene)-6-(4-methylthiazol-2-yl)indol-2-one hydrochloride Cl.NC1CCC(CC1)CN1C(\C(\C2=CC=C(C=C12)C=1SC=C(N1)C)=C/C=1NC(=CC1C)C)=O